1-butyl-1-methylpyrrolidinium bromide [Br-].C(CCC)[N+]1(CCCC1)C